BrC1=C(C(=NN1CC1=CC=C(C=C1)OC)C1=CN=NC=C1)OC[C@@H]1CN(CCO1)C(=O)OC(C)(C)C tert-Butyl (S)-2-(((5-bromo-1-(4-methoxybenzyl)-3-(pyridazin-4-yl)-1H-pyrazol-4-yl)oxy)methyl)morpholine-4-carboxylate